ClC1=C(C(=CC=C1)F)CN1C(=NOC1=O)CC1=C(C(=CC=C1)Cl)Cl 4-[(2-chloro-6-fluorophenyl)methyl]-3-[(2,3-dichlorophenyl)methyl]-4,5-dihydro-1,2,4-oxadiazol-5-one